N1=C(C=CC=C1)N1CC2=CC=CC(=C2CC1)CNCC1=NC=CC=C1 2-(2-pyridinyl)-5-[[(2-pyridinylmethyl)amino]methyl]-1,2,3,4-tetrahydroisoquinoline